1-{6-[(2,5-Dioxopyrrolidin-1-yl)oxy]-6-oxohexyl}-1H-pyrrole-2,5-dion O=C1N(C(CC1)=O)OC(CCCCCN1C(C=CC1=O)=O)=O